ClC1=C(OCC(=O)C=2C(=NN(C2O)C)C(F)(F)F)C=CC=C1 2-(2-chlorophenoxy)-1-(5-hydroxy-1-methyl-3-(trifluoromethyl)-1H-pyrazol-4-yl)ethan-1-one